C(CCCCCCCCCCCCCCCCCCCCC)[N-]CC(N)(C)C behenyl-dimethyl-aminoethyl-amide